COC(=O)C=1NC2=CC(=CC=C2C1)C.CC1=CC=C2C=C(N(C2=C1)C(=O)OC(C)(C)C)C(=O)OC 1-tert-butyl 2-methyl 6-methyl-1H-indole-1,2-dicarboxylate Methyl-6-methyl-1H-indole-2-carboxylate